2-(6-(3-(3-acetylphenyl)ureido)-4-oxoquinazolin-3(4H)-yl)-N-(2-(trifluoromethyl)phenyl)acetamide C(C)(=O)C=1C=C(C=CC1)NC(NC=1C=C2C(N(C=NC2=CC1)CC(=O)NC1=C(C=CC=C1)C(F)(F)F)=O)=O